BrC1=C(C=CC=C1)C=1OC[C@H](N1)C(C)C (R)-2-(2-bromophenyl)-4-isopropyl-4,5-dihydro-oxazole